[O-]C1=C(C=C(C(=C1)C(=O)[O-])[O-])C(=O)[O-].C1(=CC=CC=C1)C=1C=CC=2N(C3=CC=C(C=C3C2C1)C1=CC=CC=C1)C1=CC=C(C=C1)C=1C2=CC=CC=C2C(=C2C=CC=CC12)C1=CC=CC=C1 3,6-diphenyl-9-[4-(10-phenyl-9-anthryl)phenyl]-9H-carbazole 2,5-dioxidobenzene-1,4-dicarboxylate